(2-thiazolyl)-alanine S1C(=NC=C1)N[C@@H](C)C(=O)O